1-(4-(5-((3S,4S)-4-amino-3-methyl-2-oxa-8-azaspiro[4.5]decan-8-yl)-6-(hydroxymethyl)pyrazin-2-ylthio)-3-chloropyridin-2-yl)-3-(hydroxymethyl)azetidine-3-carbonitrile N[C@@H]1[C@@H](OCC12CCN(CC2)C=2N=CC(=NC2CO)SC2=C(C(=NC=C2)N2CC(C2)(C#N)CO)Cl)C